3-tolylsulfonium trifluoromethanesulfonate FC(S(=O)(=O)[O-])(F)F.C1(=CC(=CC=C1)[SH2+])C